1,2-dilinoleyloxyketo-N,N-dimethyl-aminopropane C(CCCCCCC\C=C/C\C=C/CCCCC)OC(C(C=O)OCCCCCCCC\C=C/C\C=C/CCCCC)N(C)C